tert-butyl 2-((2-(tert-butoxycarbonyl)-7-chloro-3-oxoisoindolin-4-yl) amino)-5,6,8,9-tetrahydro-7H-pyrido[2,3-d]azepine-7-carboxylate C(C)(C)(C)OC(=O)N1CC2=C(C=CC(=C2C1=O)NC=1C=CC2=C(CCN(CC2)C(=O)OC(C)(C)C)N1)Cl